FC(OC1=CC=C(C=C1)/C=C/C(=O)C1=C(C=CC=C1)O)F (2E)-3-[4-(Difluoromethoxy)phenyl]-1-(2-hydroxyphenyl)prop-2-en-1-one